N-methyl-N-(prop-2-yn-1-yl)benzamide methyl-3-(3-(1-bromo-8-((2-methoxy-2-oxoethyl)sulfonyl)-3,7,7-trimethyl-2-oxooctan-3-yl)phenyl)propanoate COC(CCC1=CC(=CC=C1)C(C(CBr)=O)(CCCC(CS(=O)(=O)CC(=O)OC)(C)C)C)=O.CN(C(C1=CC=CC=C1)=O)CC#C